5-methyl-8-((4-(4-(trifluoromethyl)piperidin-1-yl)phenyl)amino)-2,3-dihydrobenzo[b][1,4]oxazepin-4(5H)-one CN1C2=C(OCCC1=O)C=C(C=C2)NC2=CC=C(C=C2)N2CCC(CC2)C(F)(F)F